CN1N=C(C=C1)CC=1C2=C(C(NN1)=O)C=NC(=C2)S(=O)C2=CC=CC=C2 ((1-methyl-1H-pyrazol-3-yl)methyl)-7-(phenylsulfinyl)pyrido[3,4-d]pyridazin-4(3H)-one